4,6,7-trifluoroisoindoline-1,3-dione FC1=C2C(NC(C2=C(C(=C1)F)F)=O)=O